(2S)-tert-butyl 2-(methylamino)propanoate CN[C@H](C(=O)OC(C)(C)C)C